5-[4-[3-[4-(Carboxymethoxy)phenyl]-3-oxoprop-1-enyl]phenyl]-4-oxopentanoic acid C(=O)(O)COC1=CC=C(C=C1)C(C=CC1=CC=C(C=C1)CC(CCC(=O)O)=O)=O